ClC1=NC=CC(=C1Cl)C1=C2CC[C@@H](C2=CC=C1)OC1=NC(=C(C=O)C=C1C(F)(F)F)OC (S)-6-((4-(2,3-Dichloropyridin-4-yl)-2,3-dihydro-1H-inden-1-yl)oxy)-2-methoxy-5-(trifluoromethyl)nicotinaldehyde